FC1=CC=C(C=C1)C1=NC(=NC=C1C=1C=C2C(=NC=NC2=CC1)C)NC(N(C1=CC=CC=C1)C)=O 3-(4-(4-fluorophenyl)-5-(4-methylquinazolin-6-yl)pyrimidin-2-yl)-1-methyl-1-phenylurea